FC1=C(CN2C(=NC(=C2)C(=O)OC)C)C=CC(=C1)N1N=C2N(C1=O)C(CC2)C2=CC=CC=C2 methyl 1-(2-fluoro-4-(3-oxo-5-phenyl-6,7-dihydro-3H-pyrrolo[2,1-c][1,2,4]triazol-2(5H)-yl)benzyl)-2-methyl-1H-imidazole-4-carboxylate